2-[4-[1-[4-(2-hydroxyeth-oxy)-3,5-di(phenanthren-9-yl)-phenyl]-1-methylethyl]-2,6-di(phenanthren-9-yl)-phenoxy]ethanol OCCOC1=C(C=C(C=C1C=1C2=CC=CC=C2C=2C=CC=CC2C1)C(C)(C)C1=CC(=C(OCCO)C(=C1)C=1C2=CC=CC=C2C=2C=CC=CC2C1)C=1C2=CC=CC=C2C=2C=CC=CC2C1)C=1C2=CC=CC=C2C=2C=CC=CC2C1